2-(4,4,5,5-tetramethyl-1,3,2-dioxaborolan-2-yl)phenol CC1(OB(OC1(C)C)C1=C(C=CC=C1)O)C